1-(4-bromophenyl)-2-methyl-3-phenylpropan-1-one BrC1=CC=C(C=C1)C(C(CC1=CC=CC=C1)C)=O